BrC=1N=C2C(=NC1)N(C=C2I)C2=CC=C(C=C2)C 2-bromo-7-iodo-5-p-tolyl-5H-pyrrolo[2,3-b]pyrazine